C(#N)C1=CC=C(CC2=NC3=C(N2C(C)C)C=C(C=C3)NC(CC3=CC=C(C=C3)S(=O)(=O)CC)=O)C=C1 N-(2-(4-cyanobenzyl)-1-isopropyl-1H-benzo[d]imidazol-6-yl)-2-(4-(ethylsulfonyl)phenyl)acetamide